FC(C)OCC(F)(F)F 1,1,1-trifluoroethyl 1-fluoroethyl ether